N-(2-(1-(4-((6-amino-2-butoxy-8-oxo-7H-purin-9(8H)-yl)methyl)benzyl)piperidin-4-yl)ethyl)-2-(aminooxy)acetamide NC1=C2NC(N(C2=NC(=N1)OCCCC)CC1=CC=C(CN2CCC(CC2)CCNC(CON)=O)C=C1)=O